(1R,2S,5S)-3-(2-(3-acetyl-7-methyl-5-(2-methylpyrimidin-5-yl)-1H-pyrazolo[3,4-c]pyridin-1-yl)acetyl)-N-(6-bromo-5-fluoro-3-methylpyridin-2-yl)-3-azabicyclo[3.1.0]hexane-2-carboxamide C(C)(=O)C1=NN(C2=C(N=C(C=C21)C=2C=NC(=NC2)C)C)CC(=O)N2[C@@H]([C@@H]1C[C@@H]1C2)C(=O)NC2=NC(=C(C=C2C)F)Br